6-Fluoro-3-iodo-1H-indole-7-carbonitrile FC1=CC=C2C(=CNC2=C1C#N)I